FC(S(=O)(=O)N(S(=O)(=O)C(F)(F)F)C1=C(CN2C(C3=C(C=CC=C3CC2)OCC#C)=O)C=CC=C1)(F)F N-[2-[N,N-bis(trifluoromethanesulfonyl)]aminobenzyl]-8-propargyloxy-3,4-dihydroisoquinolin-1(2H)-one